5-[2,3-difluoro-4-[5-methyl-1-[2-oxo-2-(pyridazin-3-ylamino)ethyl]pyrazol-4-yl]phenyl]-1-methyl-imidazole-2-carboxamide FC1=C(C=CC(=C1F)C=1C=NN(C1C)CC(NC=1N=NC=CC1)=O)C1=CN=C(N1C)C(=O)N